(trans-3-methyl-6-azabicyclo[3.1.1]heptan-6-yl)(pyridin-2-yl)methanone CC1CC2N(C(C1)C2)C(=O)C2=NC=CC=C2